7-bromo-3,8-dimethyl-1H-quinoxalin-2-one BrC1=CC=C2N=C(C(NC2=C1C)=O)C